bis[3-(triethoxysilyl)propyl]methyl-amine C(C)O[Si](CCCN(C)CCC[Si](OCC)(OCC)OCC)(OCC)OCC